spiro[s-indacene-1,1'-cyclopropane] C12(CC1)CC=C1C=C3C=CC=C3C=C12